3-(4-(2-ethylhexyl)benzoyl)-5,7-dimethoxycoumarin C(C)C(CC1=CC=C(C(=O)C=2C(OC3=CC(=CC(=C3C2)OC)OC)=O)C=C1)CCCC